1-(4-methylbenzyl)-1H-indole-2-carboxylate CC1=CC=C(CN2C(=CC3=CC=CC=C23)C(=O)[O-])C=C1